(3-(4-(1-(2,6-dioxopiperidin-3-yl)-3-methyl-2-oxo-2,3-dihydro-1H-benzo[d]imidazol-5-yl)piperazin-1-yl)azetidin-1-yl)piperidine-1-carboxylic acid tert-butyl ester C(C)(C)(C)OC(=O)N1C(CCCC1)N1CC(C1)N1CCN(CC1)C1=CC2=C(N(C(N2C)=O)C2C(NC(CC2)=O)=O)C=C1